P(F)(F)OCCOP(F)F ethylene glycol bis(difluorophosphite)